CC1(CCOCC1)CNC(=O)[C@@H]1CC12CCN(CC2)C(=O)OC(C(F)(F)F)C(F)(F)F |o1:11| 1,1,1,3,3,3-hexafluoropropan-2-yl (R or S)-1-(((4-methyltetrahydro-2H-pyran-4-yl)methyl)carbamoyl)-6-azaspiro[2.5]octane-6-carboxylate